N12C(=CC=3C=CC=C(CCC1)C23)C(=O)N2[C@@H](CC3(CC3)CC2)C(=O)NC(C(C(=O)NC2CC2)=O)C[C@H]2C(NCC2)=O 3-{[(5S)-6-{1-azatricyclo[6.3.1.0^{4,12}]dodeca-2,4(12),5,7-tetraene-2-carbonyl}-6-azaspiro[2.5]octan-5-yl]formamido}-N-cyclopropyl-2-oxo-4-[(3S)-2-oxopyrrolidin-3-yl]butanamide